2-(4-(2-(5-fluoro-2-methylpyridin-4-yl)-3-isopropyl-1H-indol-5-yl)piperidin-1-yl)acetamide FC=1C(=CC(=NC1)C)C=1NC2=CC=C(C=C2C1C(C)C)C1CCN(CC1)CC(=O)N